CON(C(C(=O)OC(C)(C)C)=O)C tert-butyl 2-[methoxy (methyl)amino]-2-oxo-acetate